The molecule is a hydrate that is the monohydrate form of anhydrous saxagliptin. Used for the treatment of Type II diabetes. It has a role as a hypoglycemic agent and an EC 3.4.14.5 (dipeptidyl-peptidase IV) inhibitor. It contains a saxagliptin. C1[C@@H]2C[C@@H]2N([C@@H]1C#N)C(=O)[C@H](C34CC5CC(C3)CC(C5)(C4)O)N.O